C(C)(C)(C)OC(=O)N1CC(CC1)C(=O)C1C(OC(C2=C1C=C(C(=C2)Br)OC)=O)=O tert-Butyl-3-(7-bromo-6-methoxy-1,3-dioxo-3,4-dihydro-1H-2-benzopyran-4-carbonyl)-pyrrolidine-1-carboxylate